C(CC)OC(\C(=C(/C(=O)OCCC)\Cl)\Cl)=O 2,3-dichloro-maleic acid dipropyl ester